CC1=C(C(CCC1)(C)C)/C=C/C(=C/C=C/C(=C/C=C/C=C(\C)/C=C/C=C(\C)/C=O)/C)/C 8'-apo-beta,psi-carotenal